2-Butoxy-7-(4-(3-(piperidin-1-yl)propoxy)benzyl)imidazo[2,1-f][1,2,4]triazin-4-amin C(CCC)OC1=NN2C(C(=N1)N)=NC=C2CC2=CC=C(C=C2)OCCCN2CCCCC2